C1C(C(CCCC)=O)O1 3-epoxyheptanal